[N+](=O)([O-])N[C@@H](CC1=CC=C(C=C1)O)C(=O)O nitrotyrosin